CC1(CC(NO1)=O)C 5,5-dimethylisoxazolidin-3-one